4-(4-methyl-1,3-oxazol-2-yl)-1-{[(2S)-5-oxopyrrolidin-2-yl]methoxy}-7-(propan-2-yloxy)isoquinoline-6-carboxamide 5-bromopyridin-2-yl-3-cyclopropylpropanoate BrC=1C=CC(=NC1)OC(CCC1CC1)=O.CC=1N=C(OC1)C1=CN=C(C2=CC(=C(C=C12)C(=O)N)OC(C)C)OC[C@H]1NC(CC1)=O